(R)-3-((benzyloxy)methyl)-3-(4-fluorophenethyl)-1-(2-(4-(methylsulfonyl)phenyl)propan-2-yl)pyrrolidine C(C1=CC=CC=C1)OC[C@]1(CN(CC1)C(C)(C)C1=CC=C(C=C1)S(=O)(=O)C)CCC1=CC=C(C=C1)F